3-((tert-butyldimethylsilyl)oxy)-1-methylcyclobutane-1-carboxylic acid [Si](C)(C)(C(C)(C)C)OC1CC(C1)(C(=O)O)C